C1(CCCCC1)CN(CCCNS(=O)(=O)N1CCC(CC1)C1=CC=CC=C1)CCCNS(=O)(=O)C1=CC=C(C=C1)N(C)C N-(3-((cyclohexylmethyl)(3-((4-(dimethylamino)phenyl)sulfonamido)propyl)amino)propyl)-4-phenylpiperidine-1-sulfonamide